(S)-2-aminooctane N[C@@H](C)CCCCCC